2-((2S)-4-(7-(8-chloro-7-fluoronaphthalen-1-yl)-2-((1,3,3-trimethylazetidin-2-yl)methoxy)-5,6,7,8-tetrahydropyrido[3,4-d]pyrimidin-4-yl)-1-(2-fluoroacryloyl)piperazin-2-yl)acetonitrile ClC=1C(=CC=C2C=CC=C(C12)N1CC=2N=C(N=C(C2CC1)N1C[C@@H](N(CC1)C(C(=C)F)=O)CC#N)OCC1N(CC1(C)C)C)F